FC=1C=C2C(C[C@H]([C@@H](C2=CC1F)NC(=O)NC=1C(=NC=C(C1)C)C1CCOCC1)O)(C)C 1-((1r,2r)-6,7-difluoro-2-hydroxy-4,4-dimethyl-1,2,3,4-tetrahydronaphthalen-1-yl)-3-(5-methyl-2-(tetrahydro-2H-pyran-4-yl)pyridin-3-yl)urea